ClC1=NC=C(C(=C1)NC1CC(C1)(O)CNC(OC)=O)C(NC[C@H](C(C)(C)O)F)=O methyl (((1S,3s)-3-((2-chloro-5-(((R)-2-fluoro-3-hydroxy-3-methylbutyl)carbamoyl)pyridin-4-yl)amino)-1-hydroxycyclobutyl)methyl)carbamate